N-(2,2-difluoroethyl)-5-(6-phenyl-1H-pyrrolo[2,3-b]pyridin-3-yl)pyrazolo[1,5-a]pyridine-3-carboxamide FC(CNC(=O)C=1C=NN2C1C=C(C=C2)C2=CNC1=NC(=CC=C12)C1=CC=CC=C1)F